C(C)(C)C1NCCC2=CC(=CC=C12)C=O isopropyl-1,2,3,4-tetrahydroisoquinoline-6-carbaldehyde